C1(CC1)C1=NN2C(N=CC=C2C(=O)NCC2=CC=C(C=C2)F)=C1C(=O)N 2-Cyclopropyl-N7-[(4-fluorophenyl)methyl]pyrazolo[1,5-a]pyrimidine-3,7-dicarboxamide